N1(CCCCC1)C/C=C/C(=O)O (E)-4-(piperidin-1-yl)-2-butenoic acid